FC1=CC=C(C=C1)C1=CC=NC2=CC=C(C=C12)CCCCC 4-(4-fluorophenyl)-6-pentylquinolin